CC1=CC=C(C=C1)OO[SH4]N1C=C(C=2C1=NC=C(C2)C2=CC=C(C=C2)C(=O)N2CCN(CC2)C)C=2N(N=CC2)C (4-{1-[(4-methylphenyl)dioxy-λ6-sulfanyl]-3-(2-methylpyrazol-3-yl)pyrrolo[2,3-b]pyridin-5-yl}phenyl)(4-methylpiperazin-1-yl)methanone